N-(3-bromo-5-(methylsulfonyl)phenyl)-1-(2-(hydroxymethyl)phenyl)-1H-pyrazole-4-carboxamide BrC=1C=C(C=C(C1)S(=O)(=O)C)NC(=O)C=1C=NN(C1)C1=C(C=CC=C1)CO